ClC=1N(C=2C(=NC=CC2)N1)CC1=CC=C(C=C1)OC 2-chloro-1-(4-methoxybenzyl)-1H-imidazo[4,5-b]pyridine